(S)-N-(3-(2-(1-hydroxyethyl)-1-methyl-1H-imidazol-4-yl)-1-methyl-1H-pyrazolo[3,4-c]pyridin-5-yl)cyclopropanecarboxamide O[C@@H](C)C=1N(C=C(N1)C1=NN(C2=CN=C(C=C21)NC(=O)C2CC2)C)C